(5R)-5-Methyl-5,6,7,8-tetrahydro-1,6-naphthyridine C[C@@H]1C=2C=CC=NC2CCN1